(1s,4s)-4-(8-Cyano-5-methyl-2-oxo-1,2-dihydropyrido[3,4-d]pyrimidin-3(4H)-yl)-N-(3-methoxy-4-methylphenyl)cyclohexanecarboxamide C(#N)C1=NC=C(C2=C1NC(N(C2)C2CCC(CC2)C(=O)NC2=CC(=C(C=C2)C)OC)=O)C